(3,4,5-trimethoxyphenyl)methanone oxime COC=1C=C(C=C(C1OC)OC)C=NO